CC=1C=CC(=C(C1)C=1C(=C(C(=CC1O)CCCCC)C1=CC=NN1C)O)C(=C)C 5'-methyl-3-(1-methyl-1H-pyrazol-5-yl)-4-pentyl-2'-(prop-1-en-2-yl)-[1,1'-biphenyl]-2,6-diol